FC([C@@]1(C(N(CC1)C)=O)C#CC1=CC(=CC=C1)B1OC(C(O1)(C)C)(C)C)F |r| racemic-3-(Difluoromethyl)-1-methyl-3-((3-(4,4,5,5-tetramethyl-1,3,2-dioxaborolan-2-yl)phenyl)ethynyl)pyrrolidin-2-one